methylthiohexanol acetate C(C)(=O)OC(CCCCC)SC